ClC=1N=C(C2=C(N1)C(=CS2)[N+](=O)[O-])N2[C@@H](COCC2)C (R)-4-(2-chloro-7-nitrothieno[3,2-d]pyrimidin-4-yl)-3-methylmorpholine